(3-hydroxy-8-vinylnaphthalen-1-yl)methanone OC=1C=C(C2=C(C=CC=C2C1)C=C)C=O